FC(C(=O)O)(F)F.C1(=CC=CC=C1)C1=CNC2=NC=C3C(=C21)C2(C(N3)=O)CCCCC2 1'-phenyl-3',6'-dihydro-7'H-spiro[cyclohexane-1,8'-dipyrrolo[2,3-b:3',2'-d]pyridin]-7'-one trifluoroacetate salt